ClC1=NC=C(C(=O)NOCC)C(=C1)NC1=C(C(=CC=C1)C=1C=NN(C1)C)OC 6-Chloro-N-ethoxy-4-((2-methoxy-3-(1-methyl-1H-pyrazol-4-yl)phenyl)amino)nicotinamide